BrC=1C=C(C(=O)OC)C=CC1C(F)(F)F methyl 3-bromo-4-(trifluoromethyl)benzoate